C(C)N(C(O)=O)C(NC1=CC=NN1)=S.COC=1C=C(C=C(C1)OC)C(C)=O 1-(3,5-dimethoxyphenyl)ethane-1-one Ethyl-[(1H-pyrazol-5-yl)carbamothioyl]carbamate